FC1=C(C=CC=C1)C1=NC=CC(=C1)NC1=NC=NC(=C1)NC1=C(C=C(C(=C1)C)N1CCC(CC1)N1CCOCC1)OC N4-(2-(2-fluorophenyl)pyridin-4-yl)-N6-(2-methoxy-5-methyl-4-(4-morpholinopiperidin-1-yl)phenyl)pyrimidine-4,6-diamine